7-fluoro-4-((7-fluoro-1H-indol-4-yl)amino)-1H-indole-2-carboxylic acid ethyl ester C(C)OC(=O)C=1NC2=C(C=CC(=C2C1)NC1=C2C=CNC2=C(C=C1)F)F